The molecule is a tetrapeptide composed of L-alanine, L-phenylalanine, L-tryptophan, and L-asparagine joined in sequence by peptide linkages. It has a role as a metabolite. It derives from a L-alanine, a L-phenylalanine, a L-tryptophan and a L-asparagine. C[C@@H](C(=O)N[C@@H](CC1=CC=CC=C1)C(=O)N[C@@H](CC2=CNC3=CC=CC=C32)C(=O)N[C@@H](CC(=O)N)C(=O)O)N